ClC=1C(=NC=C(C1)Cl)CNC(=O)[C@]1(C=2C=CC=NC2[C@]2(CC1)OC2)F (2S,5'S)-N-((3,5-dichloropyridin-2-yl)methyl)-5'-fluoro-6',7'-dihydro-5'H-spiro[oxirane-2,8'-quinoline]-5'-carboxamide